CC(C)(C)[O-].[Ti+4].CC(C)(C)[O-].CC(C)(C)[O-].CC(C)(C)[O-] titanium tertbutoxide